2-fluoro-6-cyanophenylboronic acid pinacol ester FC1=C(C(=CC=C1)C#N)B1OC(C)(C)C(C)(C)O1